1-{4-[(3-cyclopropyl-1-{[2-(trimethylsilyl)ethoxy]methyl}-1H-pyrrolo[2,3-b]pyridin-4-yl)oxy]-3,5-difluorophenyl}-3-[(3-methyloxetan-3-yl)methyl]urea C1(CC1)C1=CN(C2=NC=CC(=C21)OC2=C(C=C(C=C2F)NC(=O)NCC2(COC2)C)F)COCC[Si](C)(C)C